CC=1SC(=CC1C)C 2,3,5-Trimethyl-Thiophene